O=C1NC(CCC1N1C(C2=CC=CC(=C2C1=O)SCC1=CC=C(C=C1)CN[C@@H]1[C@@]2(CC[C@H](C1)C2(C)C)C)=O)=O 2-(2,6-dioxopiperidin-3-yl)-4-((4-((((1R,2S,4R)-1,7,7-trimethylbicyclo[2.2.1]heptan-2-yl)amino)methyl)benzyl)thio)isoindoline-1,3-dione